TriazineQuinone N=1N=NC(C(C1)=O)=O